5-phenyl-3-methyl-2-pentenonitrile C1(=CC=CC=C1)CCC(=CC#N)C